methyl (R)-5-(4-((1-phenylethyl)-amino)quinazolin-6-yl)nicotinate C1(=CC=CC=C1)[C@@H](C)NC1=NC=NC2=CC=C(C=C12)C=1C=NC=C(C(=O)OC)C1